(((4-(acryloyloxy)butoxy)carbonyl)oxy)benzoic acid C(C=C)(=O)OCCCCOC(=O)OC1=C(C(=O)O)C=CC=C1